tert-butyl (3R,4R)-4-[[4-[3-(2,6-dioxo-3-piperidyl)-5-fluoro-1-methyl-indazol-6-yl]-1-piperidyl]methyl]-3-methyl-piperidine-1-carboxylate O=C1NC(CCC1C1=NN(C2=CC(=C(C=C12)F)C1CCN(CC1)C[C@H]1[C@H](CN(CC1)C(=O)OC(C)(C)C)C)C)=O